C(C=CCCCCCCCCCCCCC)(=O)C(O)([C@@H](O)CO)C=CCCCCCCCCCCCCCCCCCCCCCC hexadecenoyl-tetracosaenyl-sn-glycerol